N-(4-((3S,5R)-3-amino-5-methylpiperidin-1-yl)pyridin-3-yl)-3-(5,7-difluoro-2,3-dihydrobenzofuran-6-yl)-2,4-difluorobenzamide dihydrochloride Cl.Cl.N[C@@H]1CN(C[C@@H](C1)C)C1=C(C=NC=C1)NC(C1=C(C(=C(C=C1)F)C1=C(C2=C(CCO2)C=C1F)F)F)=O